C1(CC1)[C@@H](C1=CC2=C(NC(=N2)[C@@H](NC(=O)C2=CC=NN2C(C)C)C2CCC(CC2)(F)F)C=C1)NC(CC1CC(C1)(F)F)=O N-((S)-(5-((S)-Cyclopropyl(2-(3,3-difluorocyclobutyl)acetamido)methyl)-1H-benzo[d]imidazol-2-yl)(4,4-difluorocyclohexyl)methyl)-1-isopropyl-1H-pyrazole-5-carboxamide